C(C=1C=C(N)C=CC1)([2H])([2H])[2H] 3-(methyl-d3)aniline